3-(chloromethyl)-4-(4-fluorophenyl)-6-methoxy-2H-chromene ClCC=1COC2=CC=C(C=C2C1C1=CC=C(C=C1)F)OC